COC1=C(C(=O)N(CC=2OC(=NN2)C=2SC=CC2)C)C=CC(=C1)N1CCOCC1 2-methoxy-N-methyl-4-morpholino-N-((5-(thiophen-2-yl)-1,3,4-oxadiazol-2-yl)methyl)benzamide